1,4-bis(4-methyl-5-phenyloxazol-2-yl)benzene CC=1N=C(OC1C1=CC=CC=C1)C1=CC=C(C=C1)C=1OC(=C(N1)C)C1=CC=CC=C1